N(C1=C(C#N)C=CC=C1)C1=C(C#N)C=CC=C1 Iminobis(benzonitrile)